5-(6-(tert-butylamino)-4-(difluoromethyl)pyridin-3-yl)-N-((1R,3S)-3-hydroxycyclobutyl)-4-((S)-2-methylpyrrolidine-1-carbonyl)thiazole-2-carboxamide C(C)(C)(C)NC1=CC(=C(C=N1)C1=C(N=C(S1)C(=O)NC1CC(C1)O)C(=O)N1[C@H](CCC1)C)C(F)F